CN1C[C@H](CC1)NC(=O)C1=CC=CC(=N1)C=1C=NC=CC1 N-[(3S)-1-methylpyrrolidin-3-yl]-[2,3'-bipyridine]-6-carboxamide